4-(4-chloro-3-sulfamoylbenzoylamino)benzoic acid tert-butyl ester C(C)(C)(C)OC(C1=CC=C(C=C1)NC(C1=CC(=C(C=C1)Cl)S(N)(=O)=O)=O)=O